BrC1=CC=C(C=2SC(=C(C21)C2=NC1=C(N2)C(=C(C=C1)C(N)=O)OC)C(=O)OCC)F ethyl 4-bromo-3-(6-carbamoyl-7-methoxy-1H-benzo[d]imidazol-2-yl)-7-fluorobenzo[b]thiophene-2-carboxylate